7-chloro-N-[5-(2,2-difluoroethoxy)-3-fluoro-6-methoxy-2-pyridyl]isoquinoline-4-sulfonamide ClC1=CC=C2C(=CN=CC2=C1)S(=O)(=O)NC1=NC(=C(C=C1F)OCC(F)F)OC